CN(C)CC1=C(C=C(C=C1OC)C=1C=2C=C(N=CC2C(N(C1)C)=O)NCCCCCCCCNC(COC1=C2C(N(C(C2=CC=C1)=O)C1C(NC(CC1)=O)=O)=O)=O)OC N-[8-[(5-[4-[(dimethylamino)methyl]-3,5-dimethoxyphenyl]-7-methyl-8-oxo-2,7-naphthyridin-3-yl)amino]octyl]-2-[[2-(2,6-dioxopiperidin-3-yl)-1,3-dioxoisoindol-4-yl]oxy]acetamide